tert-butyl 2'-(2-aminopyrimidin-4-yl)-3'-iodo-4'-oxo-5',6'-dihydro-1'H-spiro[piperidine-4,7'-pyrrolo[3,2-c]pyridine]-1-carboxylate NC1=NC=CC(=N1)C1=C(C=2C(NCC3(C2N1)CCN(CC3)C(=O)OC(C)(C)C)=O)I